C(=O)(O)C(CCCCCC1=C(C=CC=C1)CCCCCC1(CC1)C(=O)O)(C)C 1-(5-(2-(6-carboxy-6-methylheptyl)phenyl)pentyl)cyclopropane-1-carboxylic acid